1,4-bis(2-chloro-1H-imidazol-1-yl)butane ClC=1N(C=CN1)CCCCN1C(=NC=C1)Cl